C(C)C(N)C1=CC=NC=C1 Ethylpyridin-4-ylmethanamine